NC(CNC(=O)C=1C(NC=CC1)=S)=O N-(2-amino-2-oxoethyl)-2-thioxo-1,2-dihydropyridine-3-carboxamide